N1=C2C(=CC=C1)CC(C2)C2(C=CN=C1N2NC(=C1C(=O)N)COC)C(=O)N 7-(6,7-dihydro-5H-cyclopenta[b]pyridin-6-yl)-2-(methoxymethyl)pyrazolo[1,5-a]pyrimidine-3,7-dicarboxamide